5-[4-[3-(Aminomethyl)-1-piperidyl]-8-(ethylamino)-6-fluoro-9H-pyrido[2,3-b]indol-3-yl]pyridine-3-carbonitrile NCC1CN(CCC1)C1=C(C=NC=2NC3=C(C=C(C=C3C21)F)NCC)C=2C=C(C=NC2)C#N